3,4,6-trichloropyrazine ClC1C=NC(=CN1Cl)Cl